C(C)N1C=NC2=C1N=NC=C2C=2C=CC(=C(C2)C=2C=C1CCN(C(C1=CC2OC)=O)C)F 6-(5-(7-Ethyl-7H-imidazo[4,5-c]pyridazin-4-yl)-2-fluorophenyl)-7-methoxy-2-methyl-3,4-dihydroisoquinolin-1(2H)-one